ClC=1C=C(C=CC1)C1=CC(NCC1)C(=O)N 4-(3-chlorophenyl)-1,2,5,6-tetrahydropyridine-2-carboxamide